n-tetradecyl 3-(3',5'-di-tert-butyl-4'-hydroxyphenyl)-propionate C(C)(C)(C)C=1C=C(C=C(C1O)C(C)(C)C)CCC(=O)OCCCCCCCCCCCCCC